propenylphenyl ether sulfate salt S(=O)(=O)(O)O.C(=CC)OC1=CC=CC=C1